NC1=C(C=C(C(=O)OC)C=C1OC)NCC1=CN=CN1CC methyl 4-amino-3-(((1-ethyl-1H-imidazol-5-yl)methyl)amino)-5-methoxybenzoate